4-Amino-N-(4-((4-(4-(trifluoromethyl)piperidin-1-yl)phenyl)amino)benzyl)butanamide manganese [Mn].NCCCC(=O)NCC1=CC=C(C=C1)NC1=CC=C(C=C1)N1CCC(CC1)C(F)(F)F